CN1N=NC2=C1C=CC(=C2C)C(CC(=O)OCC)C=2C=C1CCCC1=C(C2)CN2S(C1=C(O[C@@H](C2)CC)N=CC(=C1)C)(=O)=O Ethyl 3-(1,4-dimethyl-1H-benzotriazol-5-yl)-3-(7-{[(4R)-4-ethyl-8-methyl-1,1-dioxido-3,4-dihydro-2H-pyrido[2,3-b][1,4,5]oxathiazepin-2-yl]methyl}-2,3-dihydro-1H-inden-5-yl)propanoate